tert-butyl 9-(tosyloxy)-3-azaspiro[5.5]undecane-3-carboxylate S(=O)(=O)(C1=CC=C(C)C=C1)OC1CCC2(CCN(CC2)C(=O)OC(C)(C)C)CC1